3-[2-methyl-2-(oxan-2-yloxy)propoxy]propanoic acid CC(COCCC(=O)O)(C)OC1OCCCC1